C(C)(C)(C)N(C(O)=O)CC=1SC(=CC1)SC1=CC=C(C=C1)C1=CC=CC=C1.OC=1C=C[Se]C1 4-hydroxyselenophene tert-butyl-((5-([1,1'-biphenyl]-4-ylthio)thiophen-2-yl)methyl)carbamate